C1(CC1)C1=NC=2N(C=C1)N=C(C2C2=NC=C(N=C2)OCC(C(F)(F)F)(F)F)S(=O)(=O)CC 5-cyclopropyl-2-(ethylsulfonyl)-3-(5-(2,2,3,3,3-pentafluoropropoxy)pyrazin-2-yl)pyrazolo[1,5-a]pyrimidine